(2S,2'S,3R,3'R,4S,4'S,5R,5'R,6R,6'R)-seleno-bis(6-(acetoxymethyl)-4-(4-(3-fluorophenyl)-1H-1,2,3-triazol-1-yl) tetrahydro-2H-pyran-2,3,5-triyl) tetraacetate C(C)(=O)O[C@H]1[C@@H](O[C@@H]([C@@H]([C@@H]1N1N=NC(=C1)C1=CC(=CC=C1)F)OC(C)=O)COC(C)=O)[Se][C@@H]1O[C@@H]([C@@H]([C@@H]([C@H]1OC(C)=O)N1N=NC(=C1)C1=CC(=CC=C1)F)OC(C)=O)COC(C)=O